CC1(N(C2=CC=CC(=C2CC1)N1CCN(CC1)C)C(=O)NCCC1=CC=CC=C1)C 2,2-Dimethyl-5-(4-methylpiperazin-1-yl)-N-phenethyl-3,4-dihydroquinoline-1(2H)-carboxamide